C(CCCCCCCCCCCCCCC(C)C)(=O)O.C(C)C(=O)[C@H](O)[C@@H](O)[C@H](O)[C@H](O)CO ethyl-glucose isostearate